BrCSCCOC (bromomethyl)(2-methoxyethyl)sulfane